1-(tert-butyl) 4-methyl-2-ethylpiperidine-1,4-dicarboxylate CC1(CC(N(CC1)C(=O)OC(C)(C)C)CC)C(=O)[O-]